C(CC=C)N(C1=C(C=C(C(=N1)C(=O)O)NC(=O)OC(C)(C)C)C(F)(F)F)C 6-[but-3-enyl-(methyl)amino]-3-(tert-butoxycarbonylamino)-5-(trifluoromethyl)pyridine-2-carboxylic acid